ClC1=C(C2=C(NC(O[C@@]23CN(CCC3)C(=O)C=3N(C=C(N3)C(CC3(CC3)OC)C3=CC=CC=C3)COCC[Si](C)(C)C)=O)C=C1)F (4R)-6-chloro-5-fluoro-1'-(4-(2-(1-methoxycyclopropyl)-1-phenylethyl)-1-((2-(trimethylsilyl)ethoxy)methyl)-1H-imidazole-2-carbonyl)spiro[benzo[d][1,3]oxazine-4,3'-piperidin]-2(1H)-one